N-(2-methoxy-5-(4-(4-((6-(trifluoromethyl)pyridazin-3-yl)oxy)phenyl)piperidine-1-carbonyl)phenyl)-1-phenylmethanesulfonamide COC1=C(C=C(C=C1)C(=O)N1CCC(CC1)C1=CC=C(C=C1)OC=1N=NC(=CC1)C(F)(F)F)NS(=O)(=O)CC1=CC=CC=C1